tert-butyl (2R,5S)-4-(8-formyl-3-methyl-9-(methyl-d3)-2-oxo-3,9-dihydro-2H-purin-6-yl)-2,5-dimethylpiperazine-1-carboxylate C(=O)C=1N(C=2N(C(N=C(C2N1)N1C[C@H](N(C[C@@H]1C)C(=O)OC(C)(C)C)C)=O)C)C([2H])([2H])[2H]